FC(C(C(C(C(C(C(F)(F)F)(F)F)(F)F)(F)F)(F)F)(F)F)(CCCCCCCCCCCCCCCCCCCCC)F pentadecafluorooctacosane